CC1N(CCC1)CCOC1=CC=C(C=C1)C1(NNC(=N1)N)N 3-(4-(2-(2-methylpyrrolidin-1-yl)ethoxy)phenyl)-1H-1,2,4-triazole-3,5-diamine